1-ethyl-3-methylpyridinium fluoride [F-].C(C)[N+]1=CC(=CC=C1)C